SC[C@@H](O)[C@H](O)CS |r| D,L-Dithiothreitol